CN1C=C(C=C1C(NCC/C(=N/C)/NC)=O)NC(=O)C=1NC=CC1 N-(1-methyl-5-(((Z)-3-(methylamino)-3-(methylimino)propyl)carbamoyl)-1H-pyrrol-3-yl)-1H-pyrrole-2-carboxamide